tert-Butyl (R)-4-(2-methyl-4-((1-(3-nitro-5-(trifluoromethyl)phenyl)ethyl)amino)quinazolin-6-yl)piperidine-1-carboxylate CC1=NC2=CC=C(C=C2C(=N1)N[C@H](C)C1=CC(=CC(=C1)C(F)(F)F)[N+](=O)[O-])C1CCN(CC1)C(=O)OC(C)(C)C